C1(=CC=CC=C1)P(C1=CC=CC=C1)[Pd](Cl)Cl diphenylphosphinopalladium dichloride